tert-butyl 2-((2-(3-(tert-butyldimethylsilyloxy)propyl)-5-fluorophenyl) (hydroxy)-methyl)pyrrolidine-1-carboxylate [Si](C)(C)(C(C)(C)C)OCCCC1=C(C=C(C=C1)F)C(C1N(CCC1)C(=O)OC(C)(C)C)O